CC1(CCCC1)[Ti] (methylcyclopentyl)titanium